O=C1NC(CCC1N1N=CC2=CC(=CC=C12)N[C@H]1[C@@H](CN(CC1)C(=O)OC(C)(C)C)C)=O tert-butyl (3R,4R)-4-((1-(2,6-dioxopiperidin-3-yl)-1H-indazol-5-yl)amino)-3-methylpiperidine-1-carboxylate